NC1=C(C2=C(S1)C(=CC=C2C=2C1=C(C=3C=NC(=NC3C2F)OC[C@]23CCCN3CC(C2)=C(F)F)COC1)F)C#N 2-amino-4-((R)-3-(((S)-2-(difluoromethylidene)tetrahydro-1H-pyrrolizin-7a(5H)-yl)methoxy)-5-fluoro-7,9-dihydrofuro[3,4-f]quinazolin-6-yl)-7-fluorobenzo[b]thiophene-3-carbonitrile